4,6-dihydroxy-1,3-phenylenediamine OC1=C(C=C(C(=C1)O)N)N